NCC(=O)N(C1CC1)C(C(F)(F)F)C1=C(C(=CC=C1)Br)F 2-amino-N-[1-(3-bromo-2-fluoro-phenyl)-2,2,2-trifluoro-ethyl]-N-cyclopropyl-acetamide